(R)-1-(2-bromophenyl)-ethylamine BrC1=C(C=CC=C1)[C@@H](C)N